Tert-butyl 4-[1-(2,6-dioxo-3-piperidyl)-3-methyl-2-oxo-benzimidazol-4-yl]-2-(trifluoromethyl)-3,6-dihydro-2H-pyridine-1-carboxylate O=C1NC(CCC1N1C(N(C2=C1C=CC=C2C=2CC(N(CC2)C(=O)OC(C)(C)C)C(F)(F)F)C)=O)=O